N-(5-(2,4-difluorophenoxy)pyridin-2-yl)-2-(4-hydroxycyclohexyl)propenamide FC1=C(OC=2C=CC(=NC2)NC(C(=C)C2CCC(CC2)O)=O)C=CC(=C1)F